2,14-dibromo-lysergic acid diethylamide C(C)N(C(=O)[C@H]1CN(C)[C@@H]2CC3=C(NC4=C(C=CC(C2=C1)=C34)Br)Br)CC